N-(3-((5-chloro-4-((2-methoxy-4-(1-methylpiperidin-3-yl)phenyl)amino)pyrimidin-2-yl)amino)phenyl)propionamide ClC=1C(=NC(=NC1)NC=1C=C(C=CC1)NC(CC)=O)NC1=C(C=C(C=C1)C1CN(CCC1)C)OC